S-nitro-glutathione [N+](=O)([O-])SC[C@H](NC(CC[C@H](N)C(=O)O)=O)C(=O)NCC(=O)O